BrC=1C=CC=C2C=CC=C(C12)C#C[Si](C(C)C)(C(C)C)C(C)C ((8-bromonaphth-1-yl)ethynyl)triisopropylsilane